[N+](=O)([O-])C1=CN(C2=CC=C(C=C12)C#N)C1(CC1)\C=C\C(C)=O (E)-3-nitro-1-(1-(3-oxobut-1-en-1-yl)cyclopropyl)-1H-indole-5-carbonitrile